CC1=NC2=C(C=C(C=C2NC1=O)C=O)NC1=CC=CC=C1 2-methyl-3-oxo-8-(phenylamino)-3,4-dihydroquinoxaline-6-carbaldehyde